O1CCN(CC1)CCCC(=O)OC1=CCC2=C(C=CC=C12)C1=NOC(=N1)C1=CC(=C(C=C1)OC(C)C)C#N 7-(5-(3-cyano-4-isopropoxyphenyl)-1,2,4-oxadiazol-3-yl)-1H-inden-3-yl 4-morpholino-butanoate